BrC1=CC=C(C=C1)S(=O)(=O)N1CC(C1)F 1-(4-bromophenylsulfonyl)-3-fluoroazetidine